N1[C@@H](CC2=CC=CC=C12)C(=O)OC Methyl (2S)-2,3-dihydro-1H-indole-2-carboxylate